O=C1N(C(C(C1([2H])[2H])([2H])[2H])=O)[C@@H](C(=O)NC([2H])([2H])C1=C(C=CC=C1)F)C (R)-2-(2,5-dioxopyrrolidin-1-yl-3,3,4,4-d4)-N-((2-fluorophenyl)methyl-d2)propanamide